dimethylbenzoimidazole phosphate P(=O)(O)(O)O.CC1=CC=CC=2N=C(NC21)C